N[C@]1([C@@H](CC[C@H](C1)CCB(O)O)CNC(CNC(=O)OC(C)(C)C)=O)C(=O)O (1R,2S,5R)-1-amino-5-(2-boronoethyl)-2-((2-((tert-butoxycarbonyl)amino)acetamido)methyl)cyclohexane-1-carboxylic acid